{[(2S,4S)-4-({2-[(2,4-Difluorophenoxy)methyl]pyrimidin-4-yl}oxy)-2-methylpiperidin-1-yl]methyl}-1-[2-(2,2,2-trifluoroethoxy)ethyl]-1H-1,3-benzodiazole-6-carboxylic acid FC1=C(OCC2=NC=CC(=N2)O[C@@H]2C[C@@H](N(CC2)CC2=NC3=C(N2CCOCC(F)(F)F)C=C(C=C3)C(=O)O)C)C=CC(=C1)F